CON(C([C@H](CN1C(NCCC1)=O)NC(OC(C)(C)C)=O)=O)C tert-butyl (S)-(1-(methoxy(methyl)amino)-1-oxo-3-(2-oxotetrahydropyrimidin-1(2H)-yl)propan-2-yl)carbamate